N-ethyl-N-(2-(5-methoxy-7-methyl-1H-indol-3-yl)ethyl)propan-2-amine C(C)N(C(C)C)CCC1=CNC2=C(C=C(C=C12)OC)C